5-Chloro-N4-(benzo[d][1,3]dioxol-5-yl)-N2-[4-(4-methylpiperazin-1-yl)phenyl]pyrimidine-2,4-diamine ClC=1C(=NC(=NC1)NC1=CC=C(C=C1)N1CCN(CC1)C)NC1=CC2=C(OCO2)C=C1